tert-butyl 4-[5-[(5S)-5-methyl-2-piperidyl]-1,3-benzothiazol-2-yl]-3,6-dihydro-2H-pyridine-1-carboxylate C[C@H]1CCC(NC1)C=1C=CC2=C(N=C(S2)C=2CCN(CC2)C(=O)OC(C)(C)C)C1